ClC=1C=C(NC2=NC=NC=C2C2=CC(=NN2)C2=CC=CC=C2)C=CC1 4-m-chloroanilino-5-(3-phenyl-pyrazol-5-yl)pyrimidine